FC1=C(C(=C(C=C1C1=NN(C2=NC(=NC=C21)N2CC1(C2)CCOCC1)C)C(F)(F)F)F)O 2,6-Difluoro-3-(1-methyl-6-(7-oxa-2-azaspiro[3.5]nonan-2-yl)-1H-pyrazolo[3,4-d]pyrimidin-3-yl)-5-(trifluoromethyl)phenol